FC(CCC(=O)N1CCC2(CC(=NO2)OC)CC1)(F)F 4,4,4-trifluoro-1-(3-methoxy-1-oxa-2,8-diazaspiro[4.5]dec-2-en-8-yl)butan-1-one